C1(CC1)CN(C(OC(C)(C)C)=O)[C@H]1CN(CCC1)C=1C=NC(=CC1)C(C)(C)C=1SC(=NN1)C=1C=NC=C(C1)C1CC1 tert-butyl (R)-(cyclopropylmethyl)(1-(6-(2-(5-(5-cyclopropylpyridin-3-yl)-1,3,4-thiadiazol-2-yl)propan-2-yl)pyridin-3-yl)piperidin-3-yl)carbamate